4-Bromo-3-methyl-1-(4-(2-methylprop-1-en-1-yl)-5-(4-(trifluoromethyl)phenyl)thiazol-2-yl)-1H-pyrazole-5-carboxylic acid methyl ester COC(=O)C1=C(C(=NN1C=1SC(=C(N1)C=C(C)C)C1=CC=C(C=C1)C(F)(F)F)C)Br